(3s,6s,7r,8r)-3-[[[4-methoxy-3-[[(2-methylpropyloxy) carbonyl] oxy]-2-pyridinyl] carbonyl] amino]-6-methyl-4,9-dioxo-8-(phenylmethyl)-1,5-dioxacyclononan-7-yl-2-methylpropionate COC1=C(C(=NC=C1)C(=O)N[C@H]1COC([C@@H]([C@H]([C@@H](OC1=O)C)OC(C(C)C)=O)CC1=CC=CC=C1)=O)OC(=O)OCC(C)C